(2S,5'S)-N-(2-chloro-4-fluoro-benzyl)-5'-fluoro-6',7'-dihydro-5'H-spiro[oxirane-2,8'-quinoline]-5'-carboxamide ClC1=C(CNC(=O)[C@]2(C=3C=CC=NC3[C@]3(CC2)OC3)F)C=CC(=C1)F